[C@H]1([C@H](O)[C@@H](O)[C@H](O)[C@H](O1)CO)OC=1C(=O)O[C@@H](C1O)[C@@H](O)CO 2-O-α-D-glucopyranosyl-ascorbic acid